C(C)OC(=O)C=1OC2=C(C1)C=CC(=C2)S(NC=2C(=NC=CC2)OC2CCN(CC2)C)(=O)=O 6-(N-(2-((1-methylpiperidin-4-yl)oxy)pyridin-3-yl)sulfamoyl)benzofuran-2-carboxylic acid ethyl ester